CN(CCOC1=CC=C(C=C1)C1=CC=C(C=C1)CN1C2=NC(=NC=C2N(C1=O)C)C1=C(C=CC=C1)C(C)C)C 9-((4'-(2-(dimethylamino)ethoxy)-[1,1'-biphenyl]-4-yl)methyl)-2-(2-isopropylphenyl)-7-methyl-7,9-dihydro-8H-purin-8-one